S1C=NC2=C1C=C(C=C2)CN2C1CC(CC2CC1)C=1C(=C2CN(C(C2=CC1F)=O)[C@H]1C(NC(CC1)=O)=O)F (3R)-3-(5-(8-(benzo[d]thiazol-6-ylmethyl)-8-azabicyclo[3.2.1]octan-3-yl)-4,6-difluoro-1-oxoisoindolin-2-yl)piperidine-2,6-dione